F[C@@]12[C@]3(C=CC(C=C3CC[C@H]1[C@@H]1C[C@H]([C@](C(CO)=O)([C@]1(C[C@@H]2O)C)O)C)=O)C 9-fluoro-11,17,21-trihydroxy-16-methyl-(11beta,16alpha)-pregna-1,4-diene-3,20-dione